O=C(CCOC[C@@H](C)NC1=C(C(NN=C1)=O)C(F)(F)F)N1C[C@H]2N(C3=C(NCC2)C=C(C=N3)C(F)(F)F)CC1 5-(((R)-1-(3-oxo-3-((S)-3-(trifluoromethyl)-6,7,7a,8,10,11-hexahydropyrazino[1,2-d]pyrido[3,2-b][1,4]diazepine-9(5H)-yl)propoxy)prop-2-yl)amino)-4-(trifluoromethyl)pyridazin-3(2H)-one